ClC1=C(C=CN=N1)[C@@H]1[C@H](C1)COC(F)(F)F 6-chloro-5-((1S,2S)-2-((trifluoromethoxy)methyl)cyclopropyl)pyridazine